1,1'-azanediylbis(propan-2-ol) N(CC(C)O)CC(C)O